BrC1=C(NCCC(=O)O)C=CC=C1 3-(2-bromoanilino)propionic acid